N-(4-iodo-2-(6-azaspiro[2.5]octan-6-yl)benzoyl)-6-methyl-2-(3,3,3-trifluoropropoxy)pyrimidine-4-carbohydrazide IC1=CC(=C(C(=O)N(N)C(=O)C2=NC(=NC(=C2)C)OCCC(F)(F)F)C=C1)N1CCC2(CC2)CC1